benzyl 3-hydroxy-3-(1-methyl-1H-pyrazol-4-yl)piperidine-1-carboxylate OC1(CN(CCC1)C(=O)OCC1=CC=CC=C1)C=1C=NN(C1)C